CC(C)(C)N1N=C(C=C1NC1=CC2=C(CCS2(=O)=O)C=C1)[C@@H]1C[C@@H](CC1)O[Si](C1=CC=CC=C1)(C1=CC=CC=C1)C(C)(C)C 6-{[2-(2-methylprop-2-yl)-5-[(1S,3R)-3-{[(2-methylprop-2-yl)diphenylsilyl]oxy}cyclopentyl]pyrazol-3-yl]amino}-2,3-dihydro-1λ6-benzothiophene-1,1-dione